C(CCCCCCCCC)NC([C@H]([C@@H]([C@@H]([C@H](C(=O)O)O)O)O)O)=O N-decyl-D-galactaric acid amide